ClC1=CC=C(C=C1)C=1C=CC=C2C(=C(N3C(C12)=NC(=N3)C)C(=O)NCC(=O)O)O (10-(4-chlorophenyl)-6-hydroxy-2-methyl-[1,2,4]triazolo[5,1-a]isoquinoline-5-carbonyl)glycine